3-bromo-5-(3-chloro-5-methylphenoxy)-1-methyl-1H-1,2,4-triazole BrC1=NN(C(=N1)OC1=CC(=CC(=C1)C)Cl)C